C(C)(C)(C)C1=CC(=NN1[C@@H]1CCOC12CC2)NC=2N(C=1C(=NC=C(C1OC)OC1=CC(=NC=C1)NC(C)=O)N2)C (R)-N-(4-((2-((5-(tert-butyl)-1-(4-oxaspiro[2.4]heptan-7-yl)-1H-pyrazol-3-yl)amino)-7-methoxy-1-methyl-1H-imidazo[4,5-b]pyridin-6-yl)oxy)pyridin-2-yl)acetamide